C1(CCCCC1)NCCC[SiH2]C(OC)OC gamma-N-cyclohexylaminopropyl-dimethoxymethylsilane